((3-((3-hydroxypropyl)amino)propyl)azanediyl)bis(heptane-7,1-diyl) bis(4,4-bis(((Z)-oct-5-en-1-yl)oxy)butanoate) C(CCC\C=C/CC)OC(CCC(=O)OCCCCCCCN(CCCCCCCOC(CCC(OCCCC\C=C/CC)OCCCC\C=C/CC)=O)CCCNCCCO)OCCCC\C=C/CC